COC(NS(=O)(=O)N1N=CC=C1C(N[C@H](C(=O)N[C@@H](C[C@H]1C(NCCC1)=O)C#N)CC1CC1)=O)=O methyl(5-(((S)-1-(((S)-1-cyano-2-((S)-2-oxopiperidin-3-yl)ethyl)amino)-3-cyclopropyl-1-oxopropan-2-yl)carbamoyl)-1H-pyrazol-1-yl)sulfonylcarbamate